ClC1=CC=C(C=C1)C1=NC(=C(C#N)C(=C1)C1=C(C=CC=C1)F)OC 6-(4-Chloro-phenyl)-4-(2-fluoro-phenyl)-2-methoxy-nicotinonitrile